C(C)(C)(C)NC(O[C@H]1C[C@H](CC1)C1=CC(=NN1)NC(CC1=NC=CC(=C1)C(F)F)=O)=O (1R,3S)-3-[3-({[4-(difluoromethyl)pyridin-2-yl]acetyl}amino)-1H-pyrazol-5-yl]cyclopentyl tert-butylcarbamate